1,3-bis(2-aminoethyl)-5-propyl-isocyanuric acid NCCN1C(=O)N(C(=O)N(C1=O)CCC)CCN